ClC1=CC=C(C=C1)C(C)(C)NC(=O)C1=CN(C2=C1C(N(C=C2)CC#N)=O)C N-(2-(4-chlorophenyl)propan-2-yl)-5-(cyanomethyl)-1-methyl-4-oxo-4,5-dihydro-1H-pyrrolo[3,2-c]pyridine-3-carboxamide